CN1[C@@H](CC([C@H](C1)C)N1CCNCC1)C 1-((2R,5S)-1,2,5-trimethylpiperidin-4-yl)piperazine